NCC1=CC=C(C2=C1OCCO2)N2CCN(CC2)CN 8-(aminomethyl)-5-(4-(aminomethyl)piperazin-1-yl)-2,3-dihydro-1,4-benzodioxine